N-(5-(5-chloro-2-methoxyphenyl)-1-(2-ethoxyethyl)-1H-pyrazol-4-yl)pyrazolo[1,5-a]pyrimidine-3-carboxamide ClC=1C=CC(=C(C1)C1=C(C=NN1CCOCC)NC(=O)C=1C=NN2C1N=CC=C2)OC